ClC1=C(C(=CC=C1)F)N1C=2N(C3=C(C1=O)C=NC(=N3)NC3=CC=C(C=C3)N3CCN(CC3)C)CC(N2)(C)C 6-(2-chloro-6-fluorophenyl)-2-((4-(4-methylpiperazin-1-yl)phenyl)amino)-8,8-dimethyl-8,9-dihydroimidazo[1,2-a]pyrimido[5,4-e]pyrimidin-5(6H)-one